ClC1=CC=C(C=C1)C1=C2C=3C=4C(=CC=CC4NC3C=C1)CC2 (4-chlorophenyl)-8,9-dihydro-4H-benzo[def]carbazole